C(OC(CC(C)(OOC(C)(C)C)C)C)(OC(CC(C)(OOC(C)(C)C)C)C)=O bis[1,3-dimethyl-3-(t-butylperoxy)-butyl] carbonate